gamma-(2-iodo-benzyl)-proline IC1=C(CC2C[C@H](NC2)C(=O)O)C=CC=C1